1-Trideuteromethyl-3,7-dimethylxanthine [2H]C(N1C(=O)N(C=2N=CN(C2C1=O)C)C)([2H])[2H]